4-((4-chloro-5-(trifluoromethyl)pyrimidine-2-yl)amino)benzyl benzoate C(C1=CC=CC=C1)(=O)OCC1=CC=C(C=C1)NC1=NC=C(C(=N1)Cl)C(F)(F)F